C(C(C)C)(=O)OC=1C(=NC=CC1OC)C(N[C@@H](C)C1=NOC(=N1)C1=CC=C(C=C1)C(C)C)=O (S)-2-((1-(5-(4-isopropylphenyl)-1,2,4-oxadiazol-3-yl)ethyl)carbamoyl)-4-methoxypyridin-3-yl isobutyrate